ClC=1C(=NC=CC1C1=NC(=C(C=C1)CN(C(OC(C)(C)C)=O)C[C@H]1NC(CC1)=O)OC)C1=C(C(=CC=C1)NC1=NC=CC(=C1F)C=O)Cl tert-Butyl (S)-((3'-chloro-2'-(2-chloro-3-((3-fluoro-4-formylpyridin-2-yl)amino)phenyl)-6-methoxy-[2,4'-bipyridin]-5-yl)methyl)((5-oxopyrrolidin-2-yl)methyl)carbamate